CC(C(=O)NC1=NC(=CC=C1)C)(C)C 2,2-dimethyl-N-(6-methyl-2-pyridyl)propanamide